COC1=C(C(=O)C2=CC=C(C=C2)SCCC)C=CC(=C1)OC 2,4-dimethoxy-4'-(n-propylthio)benzophenone